C(C)(C)(C)C=C(C(=O)N)N 3-tertiary butyl-aminoacrylamide